1,4-Diazabicyclo-[2.2.2]octane N12CCN(CC1)CC2